ClC1=C(C=2C=CNC2C(=C1)C(NCC1=CC(=CC=C1)O)=O)C(=O)N[C@H](C(=O)O)CC1=CC(=CC=C1)S(=O)(=O)C (S)-2-(5-chloro-7-((3-hydroxybenzyl)carbamoyl)-1H-indole-4-carboxamido)-3-(3-(methylsulfonyl)phenyl)propionic acid